1-(3-(1,3-dioxolan-2-yl)-2-nitrophenyl)-4,4-difluoropiperidine O1C(OCC1)C=1C(=C(C=CC1)N1CCC(CC1)(F)F)[N+](=O)[O-]